2-(2-hydroxypropan-2-yl)-N'-((2-methyl-1,2,3,5,6,7-hexahydrodicyclopenta[b,e]pyridin-8-yl)carbamoyl)thiazole-5-sulfonimidamide OC(C)(C)C=1SC(=CN1)S(=O)(N)=NC(NC1=C2C(=NC3=C1CCC3)CC(C2)C)=O